Ethyl-5-amino-2'-((3-fluoropyridin-2-yl)amino)-6-(5-methyl-1-(tetrahydro-2H-pyran-2-yl)-1H-indazol-4-yl)-[2,3'-bipyridine]-4-carboxylate C(C)OC(=O)C1=CC(=NC(=C1N)C1=C2C=NN(C2=CC=C1C)C1OCCCC1)C=1C(=NC=CC1)NC1=NC=CC=C1F